C(#N)C(C(=O)NC(C)C1=CC=CC=C1)=CC1=NC=CC=C1 2-cyano-N-(1-phenylethyl)-3-(pyridin-2-yl)acrylic amide